ClC1=C(C=C(C=C1)C1=C(N=C(S1)NC(CCCCC)=O)C)S(=O)(=O)N 2-chloro-5-(2-hexanamido-4-methylthiazol-5-yl)phenylsulfonamide